triethoxysilane trifluoromethanesulfonate FC(S(=O)(=O)O)(F)F.C(C)O[SiH](OCC)OCC